(3-((2-Ethylhexyl)oxy)-5-(undecyloxy)phenyl)methanol C(C)C(COC=1C=C(C=C(C1)OCCCCCCCCCCC)CO)CCCC